NC=1C=CC(=C(C(=O)NC2=C(C=C(C=C2)N(C(OC(C)(C)C)=O)C)C)C1)Cl tert-Butyl (4-(5-amino-2-chlorobenzamido)-3-methylphenyl)(methyl)carbamate